ClC(C(=O)N[C@H](C(=O)N1[C@@H]([C@H]2C([C@H]2C1)(C)C)C(=O)O)C1CCCC1)(F)F (1R,2S,5S)-3-((S)-2-(2-chloro-2,2-difluoroacetylamino)-2-cyclopentylacetyl)-6,6-dimethyl-3-azabicyclo[3.1.0]hexane-2-carboxylic acid